C(C)N1C(C(\C(\C1=O)=C\1/C=2C=C3C(=NC2N(C(=C1)C1=CC=CC=C1)C1=CC=C(C=C1)I)C=CC=C3)=O)=O (E)-1-ethyl-4-(1-(4-iodophenyl)-2-phenylbenzo[b][1,8]naphthyridin-4(1H)-ylidene)pyrrolidine-2,3,5-trione